sodium (S)-3-(3-(2-methoxybenzyl)phenyl)-3-(3-(1-methyl-4-oxido-2-oxo-1,2-dihydropyridin-3-yl)ureido)propanoate COC1=C(CC=2C=C(C=CC2)[C@H](CC(=O)[O-])NC(=O)NC=2C(N(C=CC2[O-])C)=O)C=CC=C1.[Na+].[Na+]